ClC=1C=C(C=CC1)C=1N=C(SC1)C12CC(C1)(C2)NC(=O)C=2OC(=CC2)C2(CC2)S(=O)(=O)C N-[3-[4-(3-chlorophenyl)thiazol-2-yl]-1-bicyclo[1.1.1]pentanyl]-5-(1-methylsulfonylcyclopropyl)furan-2-carboxamide